C1(CC1)CC1(C(N2N(C1)CCC2C=2C=NC=C(C2)F)=O)C(F)F 6-(cyclopropylmethyl)-6-(difluoromethyl)-3-(5-fluoro-3-pyridinyl)-1,2,3,7-tetrahydropyrazolo[1,2-a]pyrazol-5-one